CN(C1=C(C=CC=C1)C1CCNCC1)C N,N-dimethyl-2-(piperidin-4-yl)aniline